CC1(C2(C(CC(C1)C(=O)[O-])O2)CC21C(CCCC2)O1)C 4-epoxy-5-methylcyclohexylmethyl-3,4-epoxy-5-methylcyclohexaneformate